2-chloro-N4-({4-[1-cyclopropyl-4-(trifluoromethyl)imidazol-2-yl]phenyl}methyl)pyrimidine-4,5-diamine ClC1=NC=C(C(=N1)NCC1=CC=C(C=C1)C=1N(C=C(N1)C(F)(F)F)C1CC1)N